2,2-bis(4-cyanatophenyl)pentane phosphinite PO.O(C#N)C1=CC=C(C=C1)C(C)(CCC)C1=CC=C(C=C1)OC#N